furoxan compound with 2-acetylthiophene C(C)(=O)C=1SC=CC1.O1[N+]([O-])=CC=N1